(S)-1-(cyclopropanecarbonyl)-N-(1-(4-((4-cyclopropyl-1,5-naphthyridin-3-yl)amino)phenyl)-2,2,2-trifluoroethyl)-N-methylpiperidine-4-carboxamide hydrochloride Cl.C1(CC1)C(=O)N1CCC(CC1)C(=O)N(C)[C@H](C(F)(F)F)C1=CC=C(C=C1)NC=1C=NC2=CC=CN=C2C1C1CC1